(S)-6-(2-amino-6-fluoro-5-(3-(pyrrolidin-2-yl)phenyl)pyridin-3-yl)-3,4-dihydroisoquinolin-1(2H)-one NC1=NC(=C(C=C1C=1C=C2CCNC(C2=CC1)=O)C1=CC(=CC=C1)[C@H]1NCCC1)F